N-((3S,4S)-3-((6-(2,6-dichloro-3,5-dimethoxyphenyl)-5,6,8,9-tetrahydroimidazo[1,2-a]pyrimido[5,4-e]pyrimidin-2-yl)amino)tetrahydro-2H-pyran-4-yl)acrylamide ClC1=C(C(=C(C=C1OC)OC)Cl)N1C=2N(C3=C(C1)C=NC(=N3)N[C@@H]3COCC[C@@H]3NC(C=C)=O)CCN2